NC1=C(C=CC(=C1)N1C2COCC1CC2)O 2-amino-4-(3-oxa-8-azabicyclo[3.2.1]oct-8-yl)phenol